ClC1=C(C(=CC=C1)Cl)C=1N=C2C=3C=C(C=NC3C=CN2C1C)C=1C=NN(C1)C1CN(C1)C(CN1C=NC=C1)=O 1-(3-(4-(2-(2,6-Dichlorophenyl)-3-methylimidazo[2,1-f][1,6]naphthyridin-9-yl)-1H-pyrazol-1-yl)azetidin-1-yl)-2-(1H-imidazol-1-yl)ethan-1-one